N'-{(9-benzyl-1,5,9-triazacyclododecane-1,5-diyl)bis[methylene(2-hydroxy-5-methyl-3,1-phenylene)]}bis(2,3-dihydroxypropionamide) C(C1=CC=CC=C1)N1CCCN(CCCN(CCC1)CC=1C(=C(C=C(C1)C)C(C(=O)N)(CO)O)O)CC=1C(=C(C=C(C1)C)C(C(=O)N)(CO)O)O